C(CC)C1=CC=C(C=C1)CCC 1,4-di(n-propyl)benzene